BrC=1C=CC(=NC1)[C@H]1N([C@@H](CC2=C3C(=CC=C12)NN=C3)C)CC3(CC3)F (6S,8R)-6-(5-bromopyridin-2-yl)-7-((1-fluorocyclopropyl)methyl)-8-methyl-6,7,8,9-tetrahydro-3H-pyrazolo[4,3-f]isoquinoline